6-((3-amino-2-chloro-5,6-difluorophenyl)amino)-5-fluoro-3-methyl-quinazolin-4(3H)-one NC=1C(=C(C(=C(C1)F)F)NC=1C(=C2C(N(C=NC2=CC1)C)=O)F)Cl